O=C1N(CC2(C1)CCN(CC2)C(=O)OC(C)(C)C)C2=CC(=NC=C2)C(F)(F)F tert-butyl 3-oxo-2-(2-(trifluoromethyl)pyridin-4-yl)-2,8-diazaspiro[4.5]decane-8-carboxylate